C(CO)(=O)O.N[C@@H](CC1=CC=CC=C1)C(=O)OC[C@H]1O[C@H]([C@@H]([C@H]([C@@H]1O)O)O)C1=CC(=C(C=C1)Cl)CC1=CC=C(C=C1)O[C@@H]1COCC1 ((2R,3S,4R,5R,6S)-6-(4-chloro-3-(4-(((S)-tetrahydrofuran-3-yl)oxy)benzyl)phenyl)-3,4,5-trihydroxytetrahydro-2H-pyran-2-yl)methyl L-phenylalaninate glycolic acid salt